2-amino-6-cyclopropyl-nicotinonitrile NC1=C(C#N)C=CC(=N1)C1CC1